CN(C1=CC=C(CN(C(CN2C(CN(CC2)C(C2=CC(=CC=C2)OC)=O)=O)=O)CC2=CC=C(C=C2)OC)C=C1)C N-(4-(dimethylamino)benzyl)-2-(4-(3-methoxybenzoyl)-2-oxopiperazin-1-yl)-N-(4-methoxybenzyl)acetamide